[Br-].C(C1=CC=CC=C1)N1C(C=CC=C1)C N-benzyl-picoline Bromide